2-(3-(3-Cyano-4-fluorophenyl)-5-(cyclopropylmethyl)-4-(3-fluoro-4-sulfamoylbenzyl)-1H-pyrazol-1-yl)thiazole-4-carboxylic acid C(#N)C=1C=C(C=CC1F)C1=NN(C(=C1CC1=CC(=C(C=C1)S(N)(=O)=O)F)CC1CC1)C=1SC=C(N1)C(=O)O